FC(CN1C(=NC=2C(=NC=CC21)C2=CC=C(C=C2)C(=O)N2CCOCC2)C(F)(F)F)F (4-(1-(2,2-difluoroethyl)-2-(trifluoromethyl)-1H-imidazo[4,5-c]pyridin-4-yl)phenyl)(morpholin-4-yl)methanone